C(C)C1N=C2C=3N=C(NC3N(C(N2C1)=O)C)C1=CC=CC=C1 8-Ethyl-4-methyl-2-phenyl-3,4,7,8-tetrahydro-5H-imidazo[2,1-i]purin-5-one